C1=C(C=CC=2C3=CC=CC=C3CC12)C(=O)C1=C(C(=O)O)C=CC=C1 2-(9H-fluorene-2-carbonyl)benzoic acid